5-bromo-7-iodo-3H-pyrrolo[2,1-f][1,2,4]triazin-4-one BrC=1C=C(N2N=CNC(C21)=O)I